BrC=1C=C2C=C(N=CC2=CC1)NC(OC(C)(C)C)=O tert-butyl (6-bromoisoquinolin-3-yl)carbamate